4-[(3-trifluoromethylbenzyl)amino]-2-[(1-methyl-1H-pyrazol-4-yl)amino]pyrimidin methyl-(1S,5R)-4-oxo-3,8-diazabicyclo[3.2.1]octane-2-carboxylate COC(=O)C1[C@@H]2CC[C@H](C(N1)=O)N2.FC(C=2C=C(CNC1=NC(=NC=C1)NC=1C=NN(C1)C)C=CC2)(F)F